tert-butyl ((R)-1-(4-(6-benzyl-4-cyano-3-(((S)-1-methylpyrrolidin-2-yl)methoxy)-5,6,7,8-tetrahydro-2,6-naphthyridin-1-yl)piperazin-1-yl)-3-methyl-1-oxobutan-2-yl)carbamate C(C1=CC=CC=C1)N1CC=2C(=C(N=C(C2CC1)N1CCN(CC1)C([C@@H](C(C)C)NC(OC(C)(C)C)=O)=O)OC[C@H]1N(CCC1)C)C#N